N-(4-{[6-(5-chloro-2-fluoro-phenyl)-3-[(2,3-dihydroxy-propyl)sulfanyl]pyridazin-4-yl]amino}pyridin-2-yl)-3-(4-methylpiperazin-1-yl)propan-amide ClC=1C=CC(=C(C1)C1=CC(=C(N=N1)SCC(CO)O)NC1=CC(=NC=C1)NC(CCN1CCN(CC1)C)=O)F